ClC1=CC(=C(C=C1)C(C)(C)NC(=O)[C@@H]1CN(CCO1)C(=O)OC(C)(C)C)F tert-butyl (S)-2-((2-(4-chloro-2-fluorophenyl)propan-2-yl)carbamoyl)morpholine-4-carboxylate